FC1=CC(=CC2=CN(N=C12)C1CCN(CC1)C(=O)OCCCC)B1OC(C(O1)(C)C)(C)C butyl 4-[7-fluoro-5-(4,4,5,5-tetramethyl-1,3,2-dioxaborolan-2-yl)indazol-2-yl]piperidine-1-carboxylate